(1-methyl-1H-1,2,3-triazol-4-yl)methanamine hydrochloride salt Cl.CN1N=NC(=C1)CN